CC=1C2=C(C=NC1OC[C@H]1N(CC1)C(=O)OC(C)(C)C)CC(C2)C(=O)OC methyl 4-methyl-3-[[(2S)-1-[(2-methylpropan-2-yl)oxycarbonyl]azetidin-2-yl]methoxy]-6,7-dihydro-5H-cyclopenta[c]pyridine-6-carboxylate